ClC1=NC=CC=C1C(C(F)F)OC1OCCCC1 2-chloro-3-(2,2-difluoro-1-tetrahydropyran-2-yloxy-ethyl)pyridine